methyl-(3,5-dihydroxyl-2-pyridinecarboxamide) acetate C(C)(=O)O.CC1=C(C(=NC=C1O)C(=O)N)O